[K].C1CCC2=C(C=3CCCC3C=C12)NC(=O)NS(=O)(=O)CC1OCC2(CN(C2)C(C)C)C1 N-((1,2,3,5,6,7-Hexahydro-s-indacen-4-yl)carbamoyl)-1-(2-isopropyl-6-oxa-2-azaspiro[3.4]octan-7-yl)methanesulfonamide, Potassium Salt